FC=1C(C(=C(C2=C(C(C(=C(C12)F)F)(C#N)C#N)F)F)F)(C#N)C#N 1,3,4,5,7,8-hexafluoroTetracyano(naphthalene)